N1(N=NC2=C1C=CC=C2)CCCN2N=NC1=C2C=CC=C1 1,3-bis(1H-benzotriazolyl)propane